trifluoropropionamide oxygen [O].FC(CC(=O)N)(F)F